(R)-1-hydroxypropane-2-sulfonamide OC[C@@H](C)S(=O)(=O)N